4-((2,3,5-trifluorobenzyl)amino)-2-((1-methyl-1H-pyrazol-4-yl)amino)pyrimidin-5-carboxamide FC1=C(CNC2=NC(=NC=C2C(=O)N)NC=2C=NN(C2)C)C=C(C=C1F)F